C(C)(C)(C)OC(=O)N1CCC(CC1)CNCC1=NC(=NC=C1)NC.FC1=C(C=CC(=C1)F)C=1N=C(SC1)C(C(=O)N)(C)C1=CC=C(C=C1)CC(C)C (4-(2,4-difluorophenyl)thiazol-2-yl)-2-(4-isobutylphenyl)propanamide tert-butyl-4-((((2-(methylamino)pyrimidin-4-yl)methyl)amino)methyl)piperidine-1-carboxylate